BrC1=CC(=C(CNC2=NN=C3N2C=C(C=C3)Cl)C=C1)F N-(4-Bromo-2-fluorobenzyl)-6-chloro-[1,2,4]triazolo[4,3-a]pyridin-3-amine